BrC1=C(NC=C1)C#N bromo-pyrrolecarbonitrile